4-ethenyl-1-N,N-dimethylbenzeneethanaminium C(=C)C1=CC=C(C=C1)CC[NH+](C)C